O[C@H]1C=2N(CC[C@H]1[C@@H]1N3C(C4=CC=CC=C14)=CN=C3)N=CC2C#N (4R,5S)-4-hydroxy-5-((S)-5H-imidazo[5,1-a]isoindol-5-yl)-4,5,6,7-tetrahydropyrazolo[1,5-a]pyridine-3-carbonitrile